N=1SC=C2C1C(OC2=O)=O 4H,6H-Furo[3,4-c]isothiazole-4,6-dione